C(CCC)N(CCCC)CCCC(N)C=1N=NNC1 (di-butylaminopropyl-aminomethyl)triazole